N,N-dimethyl-5-(3-{2-methyl-4-[5-(trifluoromethyl)-1,2,4-oxadiazol-3-yl]phenoxy}propyl)isoxazole-3-carboxamide CN(C(=O)C1=NOC(=C1)CCCOC1=C(C=C(C=C1)C1=NOC(=N1)C(F)(F)F)C)C